BrC1=CC(=C(C(=C1)F)N(C1=NC(=NC=C1)NC1=CC=C(C=C1)C#N)C)F 4-((4-((4-bromo-2,6-difluorophenyl)(methyl)amino)pyrimidin-2-yl)amino)benzenonitrile